S(=O)(=O)(OCCCCCC)CC Hexyl esylate